OCCOCCCN1C(C(=CC2=C1N=C(N=C2)S(=O)C)N2CCN(C1=C(C=CC=C21)C)C(=O)OCC2=CC=CC=C2)=O benzyl 4-[8-[3-(2-hydroxyethoxy)propyl]-2-methylsulfinyl-7-oxo-pyrido[2,3-d]pyrimidin-6-yl]-8-methyl-2,3-dihydroquinoxaline-1-carboxylate